3-{5-[(7-methoxy-4-quinazolinyl)oxy]bicyclo[2.2.1]hept-2-yl}-[5-(trifluoromethyl)-3-pyridinyl]-2,4-imidazolidinedione COC1=CC=C2C(=NC=NC2=C1)OC1C2CC(C(C1)C2)N2C(N(CC2=O)C=2C=NC=C(C2)C(F)(F)F)=O